CNCCN1N=CC=C1 1-[2-(methylamino)ethyl]-1H-pyrazole